Cl.ClC=1C=NN2C1C(=CC(=C2)C=2N=NN(C2C)[C@@H]2[C@H](CNCC2)O)OC(CO)C2=NC=C(C=C2)F (3S,4S)-4-[4-[3-Chloro-4-[1-(5-fluoro-2-pyridyl)-2-hydroxy-ethoxy]pyrazolo[1,5-a]pyridin-6-yl]-5-methyl-triazol-1-yl]piperidin-3-ol HCl